C(C)(C)(C)C1N(CCC(C1N1N=NC=C1)C1=C(C=C(C(=C1)Cl)Cl)OCC1=CC=C(C=C1)OC)C(=O)OCC1=CC=CC2=CC=CC=C12 naphthalen-1-yl-methanol tert-butyl-4-[4,5-dichloro-2-[(4-methoxyphenyl)methoxy]phenyl]-3-(1H-1,2,3-triazol-1-yl)piperidine-1-carboxylate